(difluoro(2-(((3S,6S,9aS)-3-(3-(oxetan-3-yl)azetidine-1-carbonyl)-5-oxooctahydro-1H-pyrrolo[1,2-a]azepin-6-yl)carbamoyl)benzo[b]thiophen-5-yl)methyl)phosphonic acid FC(C1=CC2=C(SC(=C2)C(N[C@H]2CCC[C@@H]3N(C2=O)[C@@H](CC3)C(=O)N3CC(C3)C3COC3)=O)C=C1)(F)P(O)(O)=O